(2R,3S)-2-(4-(cyclopentylamino)phenyl)-1-((2,6-dichlorophenyl)-sulfonyl)-N-(4-methyl-3-(trifluoromethyl)phenyl)piperidine-3-carboxamide C1(CCCC1)NC1=CC=C(C=C1)[C@@H]1N(CCC[C@@H]1C(=O)NC1=CC(=C(C=C1)C)C(F)(F)F)S(=O)(=O)C1=C(C=CC=C1Cl)Cl